[Na+].S(=O)(=O)([O-])C(C(=O)OCCCCCCCC)CC(=O)OCCCCCCCC Dioctyl sulfosuccinate sodium salt